2-naphthyl oxide C1=C(C=CC2=CC=CC=C12)OC1=CC2=CC=CC=C2C=C1